BrC=1C=CC2=C(C(=NO2)NCCC#N)C1C 3-((5-bromo-4-methylbenzo[d]isoxazol-3-yl)amino)propanenitrile